CN(C1=CC2=C(C(=N1)CNC)CN(C2=O)C2=NC(=CC=C2)C=2N1C(=NN2)CC[C@H]1CC)C 6-(dimethyl-amino)-2-{6-[(5R)-5-ethyl-6,7-dihydro-5H-pyrrolo[2,1-c][1,2,4]triazol-3-yl]pyridin-2-yl}-4-[(methyl-amino)methyl]-2,3-dihydro-1H-pyrrolo[3,4-c]pyridin-1-one